CS(=O)(=O)CC1=C(N)C=CC=C1 2-((methylsulfonyl)methyl)aniline